N-(2-methyl-5-nitrophenyl)formamide CC1=C(C=C(C=C1)[N+](=O)[O-])NC=O